N-[3-(2-methylsulfanylpyrimidin-4-yl)-1-tetrahydropyran-2-yl-indazol-5-yl]-1,1-diphenyl-methanimine CSC1=NC=CC(=N1)C1=NN(C2=CC=C(C=C12)N=C(C1=CC=CC=C1)C1=CC=CC=C1)C1OCCCC1